5-bromo-4-chloro-3-fluoro-2-hydroxybenzaldehyde BrC=1C(=C(C(=C(C=O)C1)O)F)Cl